C(C)(C)(C)OC(=O)N1[C@@H]2[C@H](NC[C@H]1CC2)CO.C(C2=CC=CC=C2)OC2=CC=C(C=C2)C2=CC1=C(N=CN=C1N1CCOCC1)N2 (6-(4-(benzyloxy)phenyl)-7H-pyrrolo[2,3-d]pyrimidin-4-yl)morpholine Tert-butyl-(1S,2S,5R)-2-(hydroxymethyl)-3,8-diazabicyclo[3.2.1]octane-8-carboxylate